selenium Zinc sulfide [S-2].[Zn+2].[Se+2].[S-2]